OCC1(CCC1)NC=1C2=C(N=C(N1)N1CC3=CC=CC=C3C1)CC[S@]2=O |r| (R/S)-4-((1-(hydroxymethyl)cyclobutyl)amino)-2-(isoindolin-2-yl)-6,7-dihydrothieno[3,2-d]pyrimidine 5-oxide